C(CCCCCCCCC)NC(C=1C(O)=CC=CC1)=O salicylic acid-N-decylamide